N-(2'-(4-ethylpiperazin-1-yl)-[4,4'-bipyridin]-2-yl)-4-methoxybenzamide C(C)N1CCN(CC1)C1=NC=CC(=C1)C1=CC(=NC=C1)NC(C1=CC=C(C=C1)OC)=O